[Sn].[In] indium-tin salt